C(C)OC=1C=CC(=NC1)C=1N=C(SC1)NC1=NC=CC=C1SC 4-(5-ethoxypyridin-2-yl)-N-(3-(methylthio)pyridin-2-yl)thiazol-2-amine